O=C[C@@H](O)[C@@H](O)[C@H](O)CO E-lyxose